C(C1=CC=CC=C1)N1N=CC(=C1)C(=O)N1CC2(CN(C2)C(=O)OC(C)(C)C)[C@@H](C1)C(=O)N1C(OC[C@H]1C1=CC=CC=C1)=O tert-butyl (S)-6-(1-benzyl-1H-pyrazole-4-carbonyl)-8-((R)-2-oxo-4-phenyloxazolidine-3-carbonyl)-2,6-diazaspiro[3.4]octane-2-carboxylate